NC1=NC=CC=C1CC(=O)O 2-(2-Aminopyridin-3-yl)acetic acid